IC1=C(N(C=2N=CN=C(C21)N)COCC[Si](C)(C)C)C 5-iodo-6-methyl-7-((2-(trimethylsilyl)ethoxy)methyl)-7H-pyrrolo[2,3-d]Pyrimidin-4-amine